1,3-dichloro-2-hydroxypropane ClCC(CCl)O